(1-(tert-butyl)-3-((1R,3S)-3-((isopropylcarbamoyl)oxy)cyclopentyl)-1H-pyrazol-5-yl)carbamic acid benzyl ester C(C1=CC=CC=C1)OC(NC1=CC(=NN1C(C)(C)C)[C@H]1C[C@H](CC1)OC(NC(C)C)=O)=O